BrC1=CC=C(C=C1)C(C(F)(F)F)=O 1-(4-bromophenyl)-2,2,2-trifluoroethan-1-one